O1C(=C(O)C(=O)C=2C(O)=CC(O)=CC12)C1=CC=C(O)C=C1 Kaempferol